O=C1NC(CCC1N1C(C2=C(C=C(C=C2C1=O)CN1CCN(CC1)C1CCN(CC1)C1=NC(=C(C(=O)N)C=C1)C1=CC=C(C=C1)OC1=CC=CC=C1)F)=O)=O 6-(4-(4-((2-(2,6-dioxopiperidin-3-yl)-7-fluoro-1,3-dioxoisoindoline-5-yl)methyl)piperazin-1-yl)piperidin-1-yl)-2-(4-phenoxyphenyl)nicotinamide